FC=1C=CC=C2C(N(C(NC12)=O)C1=C(C=CC(=C1)C(F)(F)F)OC)CC(=O)OC methyl {8-fluoro-3-[2-methoxy-5-(trifluoromethyl)phenyl]-2-oxo-1,2,3,4-tetrahydroquinazolin-4-yl}acetate